(R)-6-chloro-3-((1-(3,6-dimethyl-4-oxo-2-(4-(pyrazin-2-yl)piperazin-1-yl)-3,4-dihydroquinazolin-8-yl)ethyl)amino)-N-(methylsulfonyl)picolinamide ClC1=CC=C(C(=N1)C(=O)NS(=O)(=O)C)N[C@H](C)C=1C=C(C=C2C(N(C(=NC12)N1CCN(CC1)C1=NC=CN=C1)C)=O)C